tert-Butyl 3-[4-[8-[(1R)-1-[[6-chloro-2-[(Z)-N'-hydroxycarbamimidoyl]-3-pyridyl]amino]ethyl]-3,6-dimethyl-4-oxo-chromen-2-yl]pyrazol-1-yl]azetidine-1-carboxylate ClC1=CC=C(C(=N1)/C(/N)=N/O)N[C@H](C)C=1C=C(C=C2C(C(=C(OC12)C=1C=NN(C1)C1CN(C1)C(=O)OC(C)(C)C)C)=O)C